alpha-hydroxypropyl phosphate P(=O)(OC(CC)O)([O-])[O-]